2-ethyl-9,10-bis(2-ethylhexyloxy)anthracene C(C)C1=CC2=C(C3=CC=CC=C3C(=C2C=C1)OCC(CCCC)CC)OCC(CCCC)CC